1,3,6-naphthalenetrithiol methyl-4-(3-ethyl-4-((4-hydroxybenzyl)amino)-1-methyl-1H-pyrazolo[3,4-d]pyrimidin-6-yl)benzoate CC1=C(C(=O)O)C=CC(=C1)C1=NC(=C2C(=N1)N(N=C2CC)C)NCC2=CC=C(C=C2)O.C2(=CC(=CC1=CC(=CC=C21)S)S)S